2,6-bis(benzo[d]thiazol-2-yl)naphthalen-1,5-diol S1C(=NC2=C1C=CC=C2)C2=C(C=1C=CC(=C(C1C=C2)O)C=2SC1=C(N2)C=CC=C1)O